tert-butyl 4-[3-(2-tert-butoxy-2-oxo-ethyl)-1-[1-[(4-methoxyphenyl)methyl]-2,6-dioxo-3-piperidyl]-2-oxo-benzimidazol-5-yl]piperidine-1-carboxylate C(C)(C)(C)OC(CN1C(N(C2=C1C=C(C=C2)C2CCN(CC2)C(=O)OC(C)(C)C)C2C(N(C(CC2)=O)CC2=CC=C(C=C2)OC)=O)=O)=O